2-((4-((S)-3-(4-chloro-2-fluorophenyl)-2,3-dihydrobenzo[b][1,4]dioxin-5-yl)piperidin-1-yl)methyl)-1-(4,4-difluorotetrahydrofuran-3-yl)-1H-benzo[d]imidazole-6-carboxylic acid ClC1=CC(=C(C=C1)[C@@H]1OC2=C(OC1)C=CC=C2C2CCN(CC2)CC2=NC1=C(N2C2COCC2(F)F)C=C(C=C1)C(=O)O)F